Pyridine-2-carboxylic acid {3-[(pyrrolidine-1-carbonyl)-amino]-adamantan-1-yl}-amide N1(CCCC1)C(=O)NC12CC3(CC(CC(C1)C3)C2)NC(=O)C2=NC=CC=C2